C(C)OC(=O)C1=NC=C(C=C1C(=O)OCC)C(Br)Br 5-dibromomethyl-2,3-pyridinedicarboxylic acid diethyl ester